(14E)-14,16-heptadecadien-1-ylacetate C(CCCCCCCCCCCC\C=C\C=C)CC(=O)[O-]